2-{[(2S)-1,4-dioxan-2-yl]methyl}-4-methyl-8-(trifluoromethyl)-4,5-dihydro-2H-furo[2,3-g]indazol-7-carboxylat O1[C@H](COCC1)CN1N=C2C3=C(CC(C2=C1)C)OC(=C3C(F)(F)F)C(=O)[O-]